ClC1=CC=C2C(=N1)N(C(=C2)C=O)C2CC2 6-chloro-1-cyclopropyl-1H-pyrrolo[2,3-b]pyridine-2-carbaldehyde